7-(1-cyclobutylpiperidin-4-yl)-2-(4,6-dimethylpyrazolo[1,5-a]pyrazin-2-yl)-9-methyl-4H-pyrido[1,2-a]pyrimidin-4-one C1(CCC1)N1CCC(CC1)C=1C=C(C=2N(C(C=C(N2)C2=NN3C(C(=NC(=C3)C)C)=C2)=O)C1)C